C(\C=C\C(=O)O)(=O)O.C(C)N(C(C1=C(C=CC(=C1)F)OC1=C(N=CN=N1)N1CC2(CN(C2)C(CCNCCO)C(C)C)CC1)=O)C(C)C N-ethyl-5-fluoro-2-((5-(2-(1-((2-hydroxyethyl)amino)-4-methylpent-3-yl)-2,6-diazaspiro[3.4]oct-6-yl)-1,2,4-triazin-6-yl)oxy)-N-isopropylbenzamide fumarate